tetraoctyl-phosphine chloride [Cl-].C(CCCCCCC)P(CCCCCCCC)(CCCCCCCC)CCCCCCCC